COC1=CC=C(C=C1)C(=O)C=1C=NC(=NC1)C=1CCNCC1 (4-methoxyphenyl)(2-(1,2,3,6-tetrahydropyridin-4-yl)pyrimidin-5-yl)methanone